BrC1=C(C(=CC=C1Cl)O)[C@H](C)NC(=O)C1CNC1 N-[(1S)-1-(2-bromo-3-chloro-6-hydroxyphenyl)ethyl]azetidine-3-carboxamide